1-[(6-chloropyridin-2-yl)methyl]-3-[rac-(1R,2S)-2-cyclohexylcyclopropyl]urea ClC1=CC=CC(=N1)CNC(=O)N[C@H]1[C@@H](C1)C1CCCCC1 |r|